1-(4-(4-fluorophenyl)-3,4-dihydroquinoxalin-1(2H)-yl)-3-(piperazin-1-yl)propan FC1=CC=C(C=C1)N1CCN(C2=CC=CC=C12)CCCN1CCNCC1